CC1=NC(=CC=C1S(=O)(=O)N1C[C@@H]2CN(C[C@H]2C1)C1CCOCC1)C(F)(F)F (3aS,6aS)-2-((2-methyl-6-(trifluoromethyl)pyridin-3-yl)sulfonyl)-5-(tetrahydro-2H-pyran-4-yl)octahydropyrrolo[3,4-c]pyrrole